(2S)-2-[3-(4-fluorophenyl)prop-2-enoylamino]-3-phenylpropanoic acid FC1=CC=C(C=C1)C=CC(=O)N[C@H](C(=O)O)CC1=CC=CC=C1